thiomorphine C1=CC(S)=C2C=3[C@@]45[C@@H](O2)[C@@H](O)C=C[C@H]4[C@@H](CC13)N(C)CC5